C(C)(C)(C)OC(NC1=NC(=C(C=C1)NCC1=CC=NC=C1)C)=O (6-methyl-5-((pyridin-4-ylmethyl)amino)pyridin-2-yl)carbamic acid tert-butyl ester